ethyl (3S)-4-amino-3-methylbutanoate NC[C@H](CC(=O)OCC)C